FCCN1N=CC2=NC=C(C=C21)COC2=CC=CC(=N2)C2CCN(CC2)CC2=NC1=C(N2C[C@H]2OCC2)C=C(C=C1)C(=O)O (S)-2-((4-(6-((1-(2-fluoroethyl)-1H-pyrazolo[4,3-b]pyridin-6-yl)methoxy)pyridin-2-yl)piperidin-1-yl)methyl)-1-((oxetan-2-yl)methyl)-1H-benzo[d]imidazole-6-carboxylic acid